1,5-diphenylpenta-1,4-dien C1(=CC=CC=C1)C=CCC=CC1=CC=CC=C1